COC1=C(C=CC=C1)C1=NC(=NC=N1)NC=1C=C(C=CC1)CS(=O)(=O)N 3-[(4-(2-Methoxyphenyl)-1,3,5-triazin-2-yl)amino]benzene-methane-sulfonamide